5-chloro-2-(2-(((R)-((S)-7-(1-methyl-1H-pyrazol-4-yl)-2,3-dihydro-1H-pyrido[2,3-b][1,4]oxazin-3-yl)(phenyl)methyl)amino)ethyl)benzonitrile ClC=1C=CC(=C(C#N)C1)CCN[C@H](C1=CC=CC=C1)[C@@H]1CNC2=C(O1)N=CC(=C2)C=2C=NN(C2)C